C(CCCCC(C)C)C=1C(=C(C(C(=O)[O-])=CC1)C(=O)[O-])CCCCCC(C)C.C(CCCCC(C)C)C=1C(=C(C(C(=O)[O-])=CC1)C(=O)[O-])CCCCCC(C)C.C(CCC)[Sn+4]CCCC dibutyl-tin bisdiisooctyl-phthalate